O(CCCCCCCCCCOC=1C=C(N)C=CC1)C=1C=C(N)C=CC1 3,3'-(decamethylene-dioxy)dianiline